tert-butyl-6-(2-(4-((5-(((5-(tert-butyl)oxazol-2-yl)methyl)thio)thiazol-2-yl)carbamoyl)piperidin-1-yl)ethoxy)-1-propyl-3,4-dihydroisoquinoline C(C)(C)(C)C1N=C(C2=CC=C(C=C2C1)OCCN1CCC(CC1)C(NC=1SC(=CN1)SCC=1OC(=CN1)C(C)(C)C)=O)CCC